6-butoxy-7-fluoro-2-(4-propylcyclohexen-1-yl)benzothiophene C(CCC)OC1=C(C2=C(C=C(S2)C2=CCC(CC2)CCC)C=C1)F